O1COC2=C1C=CC(=C2)C2=C1CCCCC1=C(C=C2)OCCCCCCNC2CCCCC2 N-(6-(5-(benzo[d][1,3]dioxol-5-yl)-1,2,3,4-tetrahydronaphthalen-8-yloxy)hexyl)cyclohexanamine